[Si](C1=CC=CC=C1)(C1=CC=CC=C1)(C(C)(C)C)OC(C(=O)O)(C)C1=CC=CC=C1 2-((tert-butyldiphenylsilyl)oxy)-2-phenylpropionic acid